2,1,3-benzothiadiazole-4,7-dione N=1SN=C2C1C(C=CC2=O)=O